4-((methylsulfonyl)oxy)piperidine CS(=O)(=O)OC1CCNCC1